tripropyl-methyl-ammonium iodide [I-].C(CC)[N+](C)(CCC)CCC